N-(n-butoxymethyl)methacrylamide C(CCC)OCNC(C(=C)C)=O